2-(4-amino-1,2,5-oxadiazole-3-carbonyl)-7-methyl-N-(3,4,5-trifluorophenyl)-2,3,3a,4,10,10a-hexahydro-1H,7H-dipyrrolo[3,4-b:3',4'-f][1,4,5]oxathiazocine-8-carboxamide 5,5-dioxide NC=1C(=NON1)C(=O)N1CC2NS(C=3C(OCC2C1)=C(N(C3)C)C(=O)NC3=CC(=C(C(=C3)F)F)F)(=O)=O